FC1=CC=CC(=C1F)OCC 2,3-difluoro-4-ethoxybenzene